5-Ethyl-6-fluoro-4-(8-fluoro-2-(((2R,7aS)-2-fluorotetrahydro-1H-pyrrolizin-7a(5H)-yl)methoxy)-4-(2-(hydroxymethyl)morpholino)pyrido[4,3-d]pyrimidin-7-yl)naphthalen-2-ol C(C)C1=C2C(=CC(=CC2=CC=C1F)O)C1=C(C=2N=C(N=C(C2C=N1)N1CC(OCC1)CO)OC[C@]12CCCN2C[C@@H](C1)F)F